COC1=C2C=C(NC2=CC=C1)C(=O)N1C[C@H]2[C@@H]([C@H]1C(=O)O)CCC2 (3S,3aS,6aR)-2-(4-methoxy-1H-indole-2-carbonyl)-3,3a,4,5,6,6a-hexahydro-1H-cyclopenta[c]pyrrole-3-carboxylic acid